BrC=1C(=C2C(=NC1)NC(=N2)C2=C(C=C(C=C2)N2CCN(CC2)CCOC)F)NC2CCN(CC2)CC 6-Bromo-N-(1-ethylpiperidin-4-yl)-2-{2-fluoro-4-[4-(2-methoxyethyl)piperazin-1-yl]phenyl}-3H-imidazo[4,5-b]pyridin-7-amine